C(CCCC)OC([C@@H]([C@H](CCCCC\C=C/C\C=C/CCCCC)C(=O)N1C(=NCC1)NC1=C(C=C(C=C1Cl)N)Cl)CC1=CN=CN1C)=O (2r,3s)-3-(2-((4-amino-2,6-dichlorophenyl)amino)-4,5-dihydro-1H-imidazole-1-carbonyl)-2-((1-methyl-1H-imidazol-5-yl)methyl)(9z,12z)-octadeca-9,12-dienoic acid pentyl ester